N-(5-fluoro-2-nitrobenzoyl)-N-methylglycine propyl ester C(CC)OC(CN(C)C(C1=C(C=CC(=C1)F)[N+](=O)[O-])=O)=O